[Sn].C(CCC)C1=C(C(=C(S1)C=1SC=CC1)CCCC)CCCC tributyl-(2,2'-bithiophene) tin